tert-Butyl-(S,E)-7-((2,4-difluorobenzyl)oxy)-2-((3-(2-((dimethylcarbamoyl)oxy)-7-oxo-7-(pyrrolidin-1-yl)hept-5-enamido)-2-oxopyridin-1(2H)-yl)methyl)-5-fluoro-1H-indol-1-carboxylat C(C)(C)(C)OC(=O)N1C(=CC2=CC(=CC(=C12)OCC1=C(C=C(C=C1)F)F)F)CN1C(C(=CC=C1)NC([C@H](CC\C=C\C(N1CCCC1)=O)OC(N(C)C)=O)=O)=O